N-(2-hydroxy-5-methoxycyclohexyl)-1-(methylamino)-2,7-naphthyridine-4-carboxamide OC1C(CC(CC1)OC)NC(=O)C1=CN=C(C2=CN=CC=C12)NC